C1=CSC(=C1)C2=CC=C(S2)C3=CC=C(S3)C4=CC=C(S4)C5=CC=C(S5)C6=CC=C(S6)C7=CC=C(S7)C8=CC=CS8 Octithiophene